CC=1C=C2C=C(NC2=CC1C(=O)OC)C1=NC=CC=C1 Methyl 5-methyl-2-(pyridin-2-yl)-1H-indole-6-carboxylate